6-Amino-2-((S)-5-amino-5,7-dihydrospiro[cyclopenta[b]pyridin-6,4'-piperidin]-1'-yl)-5-(2,3-dichlorophenyl)pyrimidine-4-carbonitrile NC1=C(C(=NC(=N1)N1CCC2(CC1)[C@@H](C=1C(=NC=CC1)C2)N)C#N)C2=C(C(=CC=C2)Cl)Cl